C(C)(=O)OCCOCCOCC Diethylene glycol monoethyl ether acetat